tert-butyl 7-[2-({4-[2-(2-methoxyethoxy) ethanesulfonyl] phenyl} amino)-5H,6H,7H,8H-pyrido[3,4-d]pyrimidin-7-yl]-8-methyl-1H,2H,3H-pyrido[2,3-b][1,4]oxazine-1-carboxylate COCCOCCS(=O)(=O)C1=CC=C(C=C1)NC=1N=CC2=C(N1)CN(CC2)C2=C(C1=C(OCCN1C(=O)OC(C)(C)C)N=C2)C